FC1=C(C=C(C=C1)F)[C@@H]1N(CCC1)C1=NC=2N(C=C1)N=CC2 5-((R)-2-(2,5-difluorophenyl)pyrrolidin-1-yl)pyrazolo[1,5-a]pyrimidine